CS(=O)(=O)OC1(CC1)COC=1N=C(C2=C(N1)C(=C(N=C2)Cl)F)N2C[C@H]1CC[C@@H](C2)C1(F)F (1-(((7-chloro-4-((1R,5S)-8,8-difluoro-3-azabicyclo[3.2.1]oct-3-yl)-8-fluoropyrido[4,3-d]pyrimidin-2-yl) oxy) methyl) cyclopropyl) methanesulfonate